OC1=C(C=C(C=C1CNC(C(=C)C)=O)C(C)(C)CC(C)(C)C)N1N=C2C(=N1)C=CC=C2 2-(2-hydroxy-3-methacrylamidomethyl-5-tertoctylphenyl)benzotriazole